C(CCC)OC1=C(C(=O)NC=2C=C3C(=CNC3=CC2)C=2CCN(CC2)CC)C=CC=C1 5-(2-butoxybenzoyl)amino-3-(1-ethyl-1,2,3,6-tetrahydropyridin-4-yl)-1H-indole